N-(2-(INDOLIN-1-YL)ETHYL)-6-(TRIFLUOROMETHYL)PYRIDINE-3-SULFONAMIDE N1(CCC2=CC=CC=C12)CCNS(=O)(=O)C=1C=NC(=CC1)C(F)(F)F